[Sn].[Ge].[Si].[In] indium silicon germanium tin